FC1=CC=C(C=C1)[C@@H]1N(C(OC1)=O)C(\C=C\C1=C(C=CC=C1)OC1=CC=CC=C1)=O (S,E)-4-(4'-fluorophenyl)-3-(3-(2-phenoxyphenyl)acryloyl)oxazolidin-2-one